1-methyl-9-(2-carboxycyclohexyl)carbonyloxyanthracene CC1=CC=CC2=CC3=CC=CC=C3C(=C12)OC(=O)C1C(CCCC1)C(=O)O